C(C)OC(=O)C=1CNC(CC1)C=1NC2=CC=CC=C2C1CCO 6-(3-(2-hydroxyethyl)-1H-indol-2-yl)-1,2,5,6-tetrahydropyridine-3-carboxylic acid ethyl ester